(3-chloro-2-(trifluoromethyl)phenyl)boronic acid ClC=1C(=C(C=CC1)B(O)O)C(F)(F)F